1-(2,3-dihydrobenzo[b][1,4]dioxin-6-yl)-3-(5-methoxyisoindolin-2-yl)propan-1-one O1C2=C(OCC1)C=C(C=C2)C(CCN2CC1=CC=C(C=C1C2)OC)=O